(7-hydroxy-5-phenethyl-[1,2,4]triazolo[1,5-a]pyridine-8-carbonyl)aminoacetic acid OC1=C(C=2N(C(=C1)CCC1=CC=CC=C1)N=CN2)C(=O)NCC(=O)O